5-bromo-1-(4-methoxybenzyl)-2H-indazole BrC=1C=C2CNN(C2=CC1)CC1=CC=C(C=C1)OC